C(CCC)C1C(OC(C1C)=O)=O Butyl-4-methyloxolane-2,5-dione